C(C)OC(CCC(=O)C1=NC(=CC(=C1O)C#N)C1=C(C=C(C=C1)C#N)C)=O 4-[4-cyano-6-(4-cyano-2-methyl-phenyl)-3-hydroxy-pyridin-2-yl]-4-oxo-butyric acid ethyl ester